5-(8-fluoro-2-methylimidazo[1,2-a]pyridin-6-yl)-N-(2-(4-methylpiperazin-1-yl)pyridin-4-yl)-7H-pyrrolo[2,3-d]pyrimidin-2-amine FC=1C=2N(C=C(C1)C1=CNC=3N=C(N=CC31)NC3=CC(=NC=C3)N3CCN(CC3)C)C=C(N2)C